NC=1C=2N(C3=CC(=CC=C3N1)C(=O)N(C1COC3=C1C=CC(=C3)C=3C=NC(=NC3)C)C3CC3)C=NC2 4-amino-N-cyclopropyl-N-(6-(2-methylpyrimidin-5-yl)-2,3-dihydrobenzofuran-3-yl)imidazo[1,5-a]quinoxaline-8-carboxamide